N[C@@H](C)C(=O)N[C@@H](C)C(=O)N[C@@H](CC(=O)N[C@@H](CCN(C(CO)=O)[C@H](C(C)(C)C)C=1N(C=C(C1)C1=C(C=CC(=C1)F)F)CC1=CC=CC=C1)C(=O)O)C(=O)N L-alanyl-L-alanyl-N'-{(1S)-3-[{(1R)-1-[1-benzyl-4-(2,5-difluorophenyl)-1H-pyrrol-2-yl]-2,2-dimethylpropyl}(glycoloyl)amino]-1-carboxypropyl}-L-aspartamide